6-(azetidin-3-yl)-5-bromo-7H-pyrrolo[2,3-c]Pyridazine N1CC(C1)C1=C(C2=C(N=NC=C2)N1)Br